F[C@@H]1[C@@H](S[C@@H]([C@H]1O)CO)N1C(=O)N=C(N)C=C1 1-(2-deoxy-2-fluoro-4-thio-β-D-arabinofuranosyl)cytosine